C(C)O[C@@H]1C[C@@H](N(CC1)CC1=C2C=CNC2=C(C=C1OC)C)C1=C(C=C(C(=O)O)C=C1)NC 4-[(2R,4S)-4-ethoxy-1-[(5-methoxy-7-methyl-1H-indol-4-yl)methyl]piperidin-2-yl]-3-(methylamino)benzoic acid